OC1=C(C=CC=C1)C(C1=C(C=CC=C1)O)C1=C(C=CC=C1)O Tris(hydroxyphenyl)-methan